FC(C(I)F)(F)F 1,1,1,2-tetrafluoro-2-iodo-ethane